C(C)OC(=O)C1=CC=2C(=NN(N2)C2=C(C=C(C=C2)OCCCCCCCC)O)C=C1 2-(2-hydroxy-4-octyloxyphenyl)2H-benzotriazole-5-carboxylic acid ethyl ester